2-(methoxymethoxy)propane-1,3-diol COCOC(CO)CO